NCCCCCC#CC1=C(C=C(C=C1)N1CCN(CC1)C(C[C@H]1C=2N(C3=C(C(=N1)C1=CC=C(C=C1)Cl)C(=C(S3)C)C)C(=NN2)C)=O)CO (S)-1-(4-(4-(7-aminohept-1-yn-1-yl)-3-(hydroxymethyl)phenyl)piperazin-1-yl)-2-(4-(4-chlorophenyl)-2,3,9-trimethyl-6H-thieno[3,2-f][1,2,4]triazolo[4,3-a][1,4]diazepin-6-yl)ethan-1-one